BrC1=CC=C(C=C1)OP(OC1=CC=C(C=C1)Br)(=O)C1=CC=CC=C1 phenyl-phosphonic acid di(4-bromophenyl) ester